2,2-bis(thiophen-2-yl)-2-((trimethylsilyl)oxy)acetonitrile S1C(=CC=C1)C(C#N)(O[Si](C)(C)C)C=1SC=CC1